ClC=1C=C(C=C(C1)Cl)[C@H](CC(=O)O)NC(=O)C1CN(C1)CCC1=NC=2NCCCC2C=C1 (S)-3-(3,5-dichlorophenyl)-3-(1-(2-(5,6,7,8-tetrahydro-1,8-naphthyridin-2-yl)ethyl)azetidine-3-carboxamido)propionic acid